C(CCCCCCCCCCCCC)N1C(=C(C(C2=C(C=C(C=C12)OCC)OCC)=O)OCC)C1=CC=CC=C1 N-tetradecyl-2-phenyl-3,5,7-triethoxy-quinolin-4-one